C(C)OC1=CSC(=C1)C1=NC=NC(=C1)NCCC1=CC(=CC=C1)C(=O)OC 3-Ethoxy-5-{6-[2-(3-methoxycarbonyl-phenyl)-ethylamino]-pyrimidin-4-yl}-thiophene